6-bromo-2H-furo[3,2-b]pyridin-3-one BrC=1C=C2C(=NC1)C(CO2)=O